3-(trans-4-(2-(8-ethoxy-3,4-dihydrobenzofuro[2,3-c]pyridin-2(1H)-yl)ethyl)cyclohexyl)-1,1-dimethylurea C(C)OC1=CC=CC2=C1OC=1CN(CCC12)CC[C@@H]1CC[C@H](CC1)NC(N(C)C)=O